CC1=CC2=C(C3=CC=CC=C3C(=C2C=C1)OCCCCCCCCCCCC)OCCCCCCCCCCCC 2-methyl-9,10-bis(dodecyloxy)anthracene